C1(CC1)CN1C(=CC=2C1=C1CCN(C1=CC2)C(=O)OC(C)(C)C)C(=O)OC 6-(tert-butyl) 2-methyl 1-(cyclopropylmethyl)-7,8-dihydropyrrolo[2,3-e]indole-2,6(1H)-dicarboxylate